Tert-butyl (S)-4-(6-((4-cyano-2-fluorobenzyl) oxy) pyridin-2-yl)-2-methylpiperazine-1-carboxylate C(#N)C1=CC(=C(COC2=CC=CC(=N2)N2C[C@@H](N(CC2)C(=O)OC(C)(C)C)C)C=C1)F